C(#N)C=1C=CC(=C(C1)C1=CC(=NC=C1C(=O)NC1=NN2C(=NC(=CC2=O)C2=CC=NC=C2)S1)C)OC 4-(5-cyano-2-methoxyphenyl)-6-methyl-N-(5-oxo-7-(pyridin-4-yl)-5H-[1,3,4]thiadiazolo[3,2-a]pyrimidin-2-yl)nicotinamide